N,N'-bis-(2-hydroxyethyl)-N,N'-bis-(4-aminophenyl)-1,3-diamino-propan-2-ol tert-butyl-3-(6-chloro-5-fluoro-3-methyl-2,7-naphthyridin-1-yl)-3,8-diazabicyclo[3.2.1]octane-8-carboxylate C(C)(C)(C)C12CN(CC(CC1)N2C(=O)OC(CN(C2=CC=C(C=C2)N)CCO)CN(C2=CC=C(C=C2)N)CCO)C2=NC(=CC1=C(C(=NC=C21)Cl)F)C